(5-(2-(3,3-dimethylazetidin-1-yl)acetamido)-2-methylpyridin-3-yl)-2-(1-(1,1-dioxidothietan-3-yl)-1H-pyrazol-4-yl)pyrazolo[5,1-b]thiazole-7-carboxamide CC1(CN(C1)CC(=O)NC=1C=C(C(=NC1)C)C=1N2C(SC1C=1C=NN(C1)C1CS(C1)(=O)=O)=C(C=N2)C(=O)N)C